C1(=C(C=CC2=CC=CC=C12)OC1=CC=2C(C3=CC=CC=C3C2C=C1)C(=O)O)C1=C(C=CC2=CC=CC=C12)OC1=CC=2C(C3=CC=CC=C3C2C=C1)C(=O)O 2,2'-[[1,1'-binaphthalene]-2,2'-diylbis(oxy)]di(9H-fluorene-9-carboxylic acid)